N1=CN=C(C2=C1NC=C2)NC2=CC(=C1N(C2=O)C2(NC1=O)CCCCC2)Cl 6'-((7H-pyrrolo[2,3-d]pyrimidin-4-yl)amino)-8'-chloro-2'H-spiro[cyclohexane-1,3'-imidazo[1,5-a]pyridine]-1',5'-dione